C(\C=C/C(=O)[O-])(=O)OCCCCCCCCCCCCCCCC monocetyl maleate